1-oxa-4,9-diazaspiro[5.5]undecane-4-carboxylic acid tert-butyl ester C(C)(C)(C)OC(=O)N1CCOC2(C1)CCNCC2